FC=1C=C(C=C(C1)F)C(CF)C=1C=C2C(=NNC2=CC1)NC(C1=C(C=C(C=C1)N1CCN(CC1)C)NC1CCOCC1)=O N-(5-(1-(3,5-difluorophenyl)-2-fluoroethyl)-1H-indazol-3-yl)-4-(4-methylpiperazin-1-yl)-2-((tetrahydro-2H-pyran-4-yl)amino)benzamide